CN(CC(=O)N1C(CCC1)C1=CC=C(C=C1)C1=NNC(=C1C(C)C)C=1C=C(C=2N(C1)N=CN2)C)C 2-(dimethylamino)-1-(2-(4-(4-isopropyl-5-(8-methyl-[1,2,4]triazolo[1,5-a]pyridin-6-yl)-1H-pyrazol-3-yl)phenyl)pyrrolidin-1-yl)ethan-1-one